NC1=C(CNC2CCC(CC2)(C(=O)OCC)C)C(=CC=C1)C ethyl 4-(2-amino-6-methylbenzylamino)-1-methylcyclohexanecarboxylate